6-[(1S,4S)-2,5-Diazabicyclo[2.2.1]heptan-2-yl]-N-[2,3-difluoro-4-(2-oxabicyclo[2.1.1]hexan-4-ylmethoxy)phenyl]-7-fluoro-pyrido[3,2-d]pyrimidin-4-amine [C@@H]12N(C[C@@H](NC1)C2)C=2C(=CC=1N=CN=C(C1N2)NC2=C(C(=C(C=C2)OCC21COC(C2)C1)F)F)F